(2S)-2-[(3S,5Z)-5-[[4-[(E)-3-(2,4-Dimethylphenyl)-3-oxoprop-1-enyl]phenyl]methylidene]-1-oxo-3-sulfanyl-1,2,4-thiadiazolidin-2-yl]-3-phenylpropanoic acid CC1=C(C=CC(=C1)C)C(/C=C/C1=CC=C(C=C1)\C=C/1\N[C@@H](N(S1=O)[C@H](C(=O)O)CC1=CC=CC=C1)S)=O